2,6-dimethoxy-4-[5-(1-methyl-3,6-dihydro-2H-pyridin-4-yl)benzimidazol-1-yl]-N-(2,2,2-trifluoroethyl)benzamide COC1=C(C(=O)NCC(F)(F)F)C(=CC(=C1)N1C=NC2=C1C=CC(=C2)C=2CCN(CC2)C)OC